2-methyl-4-(trifluoromethyl)benzene CC1=CC=CC(=C1)C(F)(F)F